4-(((1R,2S)-2-(6-chloroimidazo[1,2-b]pyridazin-8-yl)cyclopropyl)methyl)benzonitrile ClC=1C=C(C=2N(N1)C=CN2)[C@@H]2[C@H](C2)CC2=CC=C(C#N)C=C2